2-(azidomethyl)-1-Boc-pyrrolidine N(=[N+]=[N-])CC1N(CCC1)C(=O)OC(C)(C)C